FC1=CC(=C2C=C(NC2=C1)C(=O)OC)CO methyl 6-fluoro-4-(hydroxymethyl)-1H-indole-2-carboxylate